NC1=C(C(=O)OC)C(=C(C(=N1)Cl)Cl)Cl methyl 2-amino-4,5,6-trichloronicotinate